(2R,4S)-2-(5-((-)-3-cyclopropyl-1-((S)-1,1-Dimethylethylsulfinylamino)-1-(pyridin-4-yl)propyl)-2-fluorophenylcarbamoyl)-4-methoxy-4-phenylpyrrolidine-1-carboxylic acid tert-butyl ester C(C)(C)(C)OC(=O)N1[C@H](C[C@@](C1)(C1=CC=CC=C1)OC)C(NC1=C(C=CC(=C1)C(CCC1CC1)(C1=CC=NC=C1)N[S@@](=O)C(C)(C)C)F)=O